FC([C@H]1N(C[C@@H](C1)O)C(=O)OC(C)(C)C)F |&1:5| tert-butyl (2S,4RS)-2-(difluoromethyl)-4-hydroxypyrrolidine-1-carboxylate